C(C)OC(=O)C1C[C@H](C(C1)=O)NC(=O)OC(C)(C)C (3R)-3-((tert-butoxycarbonyl)amino)-4-oxo-cyclopentanecarboxylic acid ethyl ester